O1CCC(CC1)OCCOC1=CC=C(OC2=CC(=CC=3N2C=NC3)C(=O)N)C=C1 5-[4-(2-tetrahydropyran-4-yloxyethoxy)phenoxy]imidazo[1,5-a]pyridine-7-carboxamide